(E)-4-(((2-(1H-pyrazol-3-yl)-1H-benzo[d]imidazol-5-yl)imino)methyl)-2,6-dibromobenzene-1,3-diol N1N=C(C=C1)C1=NC2=C(N1)C=CC(=C2)\N=C\C2=C(C(=C(C(=C2)Br)O)Br)O